1,1'-(2,4-dihydroxy-5,5-bis(3-methylbut-2-en-1-yl)-6-oxocyclohexa-1,3-diene-1,3-diyl)bis(2-methylpropan-1-one) OC1=C(C(C(C(=C1C(C(C)C)=O)O)(CC=C(C)C)CC=C(C)C)=O)C(C(C)C)=O